C(C)(C)(C)NS(=O)(=O)C=1C=C(C=CC1)NC1=NC(=NC=C1C)NC1=CC=C(C(=O)O)C=C1 4-((4-((3-(N-(tert-butyl)sulfamoyl)phenyl)amino)-5-methylpyrimidin-2-yl)amino)benzoic acid